(R)-N-(1-(1-(4-fluorophenyl)-6-methyl-1H-indazol-5-yl)piperidin-3-yl)-N-methyl-1-propyl-1H-pyrazole-4-sulfonamide FC1=CC=C(C=C1)N1N=CC2=CC(=C(C=C12)C)N1C[C@@H](CCC1)N(S(=O)(=O)C=1C=NN(C1)CCC)C